COC1=C(C(=O)NC(C)C)C=CC=C1 methoxy-N-(propan-2-yl)benzamide